ONC(C(=CC1=CC=C(C=C1)O)N1N=NC(=C1)CNS(=O)(=O)C=1SC=CC1)=O (S)-N-hydroxy-3-(4-hydroxyphenyl)-2-(4-((thiophene-2-sulfonamido)methyl)-1H-1,2,3-triazol-1-yl)propenamide